C(C)OC(=O)C=1C(=NN(C1N)CC1CC1)SC 5-amino-1-(cyclopropylmethyl)-3-(methylsulfanyl)-1H-pyrazole-4-carboxylic acid ethyl ester